O=C1NC(CCC1N1C(C2=CC=C(C=C2C1=O)N1C[C@@H](CCC1)CO)=O)=O 2-(2,6-Dioxopiperidin-3-yl)-5-((R)-3-(hydroxymethyl)piperidin-1-yl)isoindoline-1,3-dione